C(CCCCCCCCCCCCC)N1C(=C(C(C2=CC=CC=C12)=O)OC1OCCCC1)C1=CC=CC=C1 N-tetradecyl-2-phenyl-3-tetrahydropyranyloxy-quinolin-4-one